FC(S(=O)(=O)N[C@H](COC1=CC=C2CC[C@@H](C2=C1)NC(C=C)=O)C)(F)F N-[(1S)-6-[(2S)-2-(trifluoromethylsulfonylamino)propoxy]indan-1-yl]propenamide